2-bromo-2-(3,5-dichlorophenyl)acetic acid BrC(C(=O)O)C1=CC(=CC(=C1)Cl)Cl